FC1(CCC(CC1)NC1=NC(=NC(=C1)OC)SC)F N-(4,4-difluorocyclohexyl)-6-methoxy-2-(methylthio)pyrimidin-4-amine